NC1=C(C=C(N=N1)C=1C(NC(NC1)=O)=O)[C@@H]1[C@H](C1)C(C)C 5-(6-Amino-5-((1S,2R)-2-isopropylcyclopropyl)pyridazin-3-yl)pyrimidine-2,4(1H,3H)-dione